NC1=C2C=CNC2=CC(=C1)C#N 4-amino-1H-indole-6-carbonitrile